The molecule is an organic cation that is the conjugate acid of tetradecaphytosphingosine, obtained by protonation of the primary amino function; major species at pH 7.3. It is an ammonium ion derivative, an organic cation and a sphingoid base(1+). It is a conjugate acid of a tetradecaphytosphingosine. CCCCCCCCCC[C@H]([C@H]([C@H](CO)[NH3+])O)O